ClC=1C(=NC(=CC1)N1N=NN=C1CN(C)C1CCCCC1)C#N 3-chloro-6-(5-((cyclohexyl(methyl)amino)methyl)-1H-tetrazol-1-yl)picolinonitrile